COCCN1CCCC1 N-2-Methoxyethylpyrrolidine